BrC=1C(=C(C=CC1C)N1N=CC(=C1)C(=O)NCC1=NC(=NN1)C(C(F)(F)F)(C)C)C 1-(3-bromo-2,4-dimethyl-phenyl)-N-[[3-(2,2,2-trifluoro-1,1-dimethyl-ethyl)-1H-1,2,4-triazol-5-yl]methyl]pyrazole-4-carboxamide